FC=1C=C(C=CC1)N1C(=NN=C1)C1=CC=CC(=N1)N1CC=2C(=NC(=CC2C1=O)N(C)C(C)C)COC(NC)=O ((2-(6-(4-(3-fluorophenyl)-4H-1,2,4-triazol-3-yl)pyridin-2-yl)-6-(isopropyl(methyl) Amino)-1-oxo-2,3-dihydro-1H-pyrrolo[3,4-c]pyridin-4-yl)methyl)(methyl)carbamate